O=C1NC(CCC1N1C(N(C2=C1C=CC(=C2)C#CCN2CCN(CC2)C(=O)OC(C)(C)C)C)=O)=O tert-butyl 4-[3-[1-(2,6-dioxo-3-piperidyl)-3-methyl-2-oxo-benzimidazol-5-yl] prop-2-ynyl]piperazine-1-carboxylate